heptafluoroisopropyloxycarbonyl fluoride FC(C(C(F)(F)F)(OC(=O)F)F)(F)F